FC1(CCC(CC1)[C@@H](C(NC1=NC=CC(=C1)C(C)(C)N1C(N[C@@H](C1)C(F)(F)F)=O)=O)NC(OC(C)(C)C)=O)F tert-butyl ((S)-1-(4,4-difluorocyclohexyl)-2-oxo-2-((4-(2-((S)-2-oxo-4-(trifluoromethyl)imidazolidin-1-yl)propan-2-yl)pyridin-2-yl)amino)ethyl)carbamate